C(C)(C)(C)OC(=O)C1=CC=C(C=C1)N1CCC(CC1)CN(C1CC(C1)OC=1C=C(C(C(=O)OC)=CC1)C(=O)OC)CC dimethyl 4-((1r,3r)-3-(((1-(4-(tert-butoxycarbonyl)phenyl)piperidin-4-yl)methyl)(ethyl)amino)cyclobutoxy)phthalate